CS(=O)(=O)[O-].C(CCCCC)[N+]1=CC(=CC=C1)CC 1-Hexyl-3-ethylpyridinium methansulfonat